N1C(=CC=C1)C(=O)[O-] 1H-pyrrole-2-carboxylate